C(C)C=1N=C2N(C=C(N=C2)C2=CC(=C(C=C2)F)C(C)C)C1C=1C(=C2C=NNC2=CC1)F 2-ethyl-3-(4-fluoro-1H-indazol-5-yl)-6-(4-fluoro-3-isopropyl-phenyl)-imidazo[1,2-a]pyrazine